ClC=1C=CC(=C(C1)C1=CC(N(C=C1OC)C(C(=O)NC1=CC(=C(C(=O)NC)C=C1)F)CC1=CC=CC=C1)=O)N1N=NC(=C1)C(F)(F)F 4-(2-(4-(5-chloro-2-(4-(trifluoromethyl)-1H-1,2,3-triazol-1-yl)phenyl)-5-methoxy-2-oxopyridin-1(2H)-yl)-3-phenylpropionamido)-2-fluoro-N-methylbenzamide